N-methylundec-10-enamide CNC(CCCCCCCCC=C)=O